2,5-dichloro-7-methoxy-oxazolo[4,5-b]pyridine ClC=1OC=2C(=NC(=CC2OC)Cl)N1